C1(=C(C=CC=C1)[I+]C(C)(C)C1=CC=CC=C1)C.B(OC1=C(C(=C(C(=C1F)F)F)F)F)([O-])[O-].C1(=C(C=CC=C1)[I+]C(C)(C)C1=CC=CC=C1)C (pentafluorophenyl) borate tolyl-cumyl-iodonium salt